ClC1=NC=CC(=N1)NCCN(C1=C2C(N(C(C2=CC=C1)=O)C1C(NC(CC1)=O)=O)=O)C 4-((2-((2-chloropyrimidin-4-yl)amino)ethyl)(methyl)amino)-2-(2,6-dioxopiperidin-3-yl)isoindoline-1,3-dione